ClC=1C=C2C(=CC1)NC(C21CCN(CC1)CCOC1=CC=2N=CN=C(C2N=C1)C1CC(C1)(C)O)=O 5-chloro-1'-[2-({4-[(cis)-3-hydroxy-3-methylcyclobutyl]pyrido[3,2-d]pyrimidin-7-yl}oxy)ethyl]-1,2-dihydrospiro[indole-3,4'-piperidin]-2-one